CN1C(N(C2=C1C=CC=C2)C2C(NC(CC2)=O)=O)=O 3-(3-methyl-2-oxo-2,3-dihydro-1H-benzo[d]imidazol-1-yl)piperidine-2,6-dione